3-(2-isopropoxyphenyl)-5-(1-isopropyl-1H-benzo[d][1,2,3]triazol-5-yl)-1,2,4-oxadiazole C(C)(C)OC1=C(C=CC=C1)C1=NOC(=N1)C1=CC2=C(N(N=N2)C(C)C)C=C1